C1(CC1)N1CC(C(CC1)OC=1C=CC(=NC1)C(NC(NC1=NC=CC=C1C(C)C)=S)=N)(F)F 5-((1-Cyclopropyl-3,3-difluoropiperidin-4-yl)oxy)-N-((3-isopropylpyridinyl)carbamothioyl)picolinimidamide